F[C@@H]([C@@H]1OCC1)C1=NN=CN1C (R)-2-((R)-fluoro(4-methyl-4H-1,2,4-triazol-3-yl)methyl)oxetan